di-octadecyl-dimethylammonium chloride [Cl-].C(CCCCCCCCCCCCCCCCC)[N+](C)(C)CCCCCCCCCCCCCCCCCC